[N+](=O)([O-])N(C(=N)N)CC=C[Ti](OC)(OC)OC [3-(nitroguanidino)propenyl]trimethoxytitanium